3-((thiazol-2-ylamino)pyrrolidine-1-carbonyl)benzaldehyde S1C(=NC=C1)NC1N(CCC1)C(=O)C=1C=C(C=O)C=CC1